O1CCN(CC1)CCN1C(CCC2=CC=C(C=C12)C1=CC2=CC=CC=C2C=C1)=S 1-(2-morpholinoethyl)-7-(naphthalen-2-yl)-3,4-dihydroquinoline-2(1H)-thione